1-(cyclopropylimino)-4-(4-((cis-4-fluoropyrrolidin-3-yl)amino)-6-methylquinazolin-2-yl)-2,3,4,5-tetrahydro-benzo[f][1,4]thiazepine-1-Oxide C1(CC1)N=S1(CCN(CC2=C1C=CC=C2)C2=NC1=CC=C(C=C1C(=N2)N[C@@H]2CNC[C@@H]2F)C)=O